4-(4-benzyl-1-((5-methoxy-7-methyl-1H-indol-4-yl)methyl)piperazin-2-yl)benzoic acid C(C1=CC=CC=C1)N1CC(N(CC1)CC1=C2C=CNC2=C(C=C1OC)C)C1=CC=C(C(=O)O)C=C1